1-(3-methoxy-5-nitrophenyl)ethan-1-one COC=1C=C(C=C(C1)[N+](=O)[O-])C(C)=O